CC1=C(CS[C@H]2[C@@H](CC3(OCCO3)CC2)O)C(=CC(=C1)C)C (7R,8R)-8-(2,4,6-Trimethylbenzylsulfanyl)-1,4-dioxa-spiro[4.5]decan-7-ol